[4-(tert-butyloxycarbonyl)phenyl]boronic acid C(C)(C)(C)OC(=O)C1=CC=C(C=C1)B(O)O